C1(CC1)[C@]1(C(N(C[C@H]1C)C=1C=2N(C=CC1)N=C(C2)C=2C=NN(C2)C)=O)C#N (3R,4S)-3-cyclopropyl-4-methyl-1-(2-(1-methyl-1H-pyrazol-4-yl)pyrazolo[1,5-a]pyridin-4-yl)-2-oxopyrrolidine-3-carbonitrile